N=1N=CN2C1CCCC2 5,6,7,8-tetrahydro-[1,2,4]triazolo[4,3-a]pyridine